2-(2-Chlorophenyl)-7-nitro-3,4-dihydro-2H-1,4-benzoxazine ClC1=C(C=CC=C1)C1OC2=C(NC1)C=CC(=C2)[N+](=O)[O-]